CN(C(OC1=CC2=C(CN(C(O2)=O)CC2=C(C(=CC=C2)NC(=O)OC(C)(C)C)F)C=C1I)=O)C 3-[(3-{[(tert-butoxy)carbonyl]amino}-2-fluorophenyl)methyl]-6-iodo-2-oxo-3,4-dihydro-2H-1,3-benzoxazin-7-yl N,N-dimethylcarbamate